C(C)(C)N(C=CCC)C(C)C N,N-di-isopropyl-N-(butenyl)amine